N,N-Dimethyl-dodecylamine-N-oxide C[N+](C)(CCCCCCCCCCCC)[O-]